C(C)(C)C1=NN(C=2N=C(C=C(C21)NCC2=NN(C=N2)C)C=2OC=C(N2)C)C 3-isopropyl-1-methyl-N-((1-methyl-1H-1,2,4-triazol-3-yl)methyl)-6-(4-methyloxazol-2-yl)-1H-pyrazolo[3,4-b]pyridin-4-amine